N-(4-(chlorodifluoromethoxy)phenyl)-6-(4-((2-((2,6-dioxopiperidin-3-yl)amino)benzyl)(methyl)amino)piperidin-1-yl)-5-(1H-pyrazol-3-yl)nicotinamide ClC(OC1=CC=C(C=C1)NC(C1=CN=C(C(=C1)C1=NNC=C1)N1CCC(CC1)N(C)CC1=C(C=CC=C1)NC1C(NC(CC1)=O)=O)=O)(F)F